N-tert.-Butyl-4-[[2-(3,5-difluorophenyl)acetyl]amino]pyridin C(C)(C)(C)N1CC=C(C=C1)NC(CC1=CC(=CC(=C1)F)F)=O